methyl 3-[3-(1,3-dioxolan-2-yl)-4-[(4-methoxyphenyl)methoxy] phenyl]propanoate O1C(OCC1)C=1C=C(C=CC1OCC1=CC=C(C=C1)OC)CCC(=O)OC